NC1=NC(=CC(=N1)NC1=C(C(=CC=C1)Cl)Cl)NC 2-amino-4-(2,3-dichloroanilino)-6-methylaminopyrimidine